(S)-1-(2-(1-(cyclobutylmethyl)-1H-indazol-5-yl)thiazol-4-yl)-3-(piperidin-3-yl)urea C1(CCC1)CN1N=CC2=CC(=CC=C12)C=1SC=C(N1)NC(=O)N[C@@H]1CNCCC1